O1C(CCCC1)OCCOC1CCC(CC1)O 4-(2-((tetrahydro-2H-pyran-2-yl)oxy)ethoxy)cyclohexan-1-ol